ClC1=NC(=C2N=CN(C2=N1)C(C)C)NCC1=C(C=CC=C1C(F)(F)F)N1N=C(C=C1)C(C)(C)O 2-(1-(2-(((2-chloro-9-isopropyl-9H-purin-6-yl)amino)methyl)-3-(trifluoromethyl)phenyl)-1H-pyrazol-3-yl)propan-2-ol